CC=1OC2=C(C1C(=O)NC1CN(CC1)CC(F)(F)F)C=C(C=C2)OCC2=C(N=CS2)C 2-methyl-5-((4-methylthiazol-5-yl)methoxy)-N-(1-(2,2,2-trifluoroethyl)pyrrolidin-3-yl)benzo-furan-3-carboxamide